4-[5-(aminomethyl)pyrimidin-2-yl]-3-[(4-phenyltriazol-2-yl)methyl]benzonitrile NCC=1C=NC(=NC1)C1=C(C=C(C#N)C=C1)CN1N=CC(=N1)C1=CC=CC=C1